(R)-N,N-dimethyl-8-((tetrahydrofuran-3-yl)amino)-1,2,3,4-tetrahydroisoquinoline-6-carboxamide CN(C(=O)C=1C=C2CCNCC2=C(C1)N[C@H]1COCC1)C